O[C@@H]1[C@@H](O)[C@H](O)[C@H](O)[C@@H](O1)C β-fucose